P(=O)([O-])([O-])[O-].[Fe+2].[Mg+2] Magnesium iron phosphate